2-Methoxy-6,7,8,9-tetrahydro-5H-pyrido[2,3-d]azepine COC=1C=CC2=C(CCNCC2)N1